2-Methylthio-4-tert-butylamino-6-cyclopropylamino-s-triazin CSC1=NC(=NC(=N1)NC(C)(C)C)NC1CC1